CC=1OC(=C(N1)C)C1=CC(=C(C=C1)NC=1N=CC2=C(N1)C(=NC(=C2)C)NCC2(COCC2)C)OCC N2-(4-(2,4-dimethyloxazol-5-yl)-2-ethoxyphenyl)-6-methyl-N8-((3-methyltetrahydrofuran-3-yl)methyl)pyrido[3,4-d]pyrimidine-2,8-diamine